C(CCCCCCCCCCCCCCC)[NH3+] cetylammonium